C(C(C)C)N1N=C2C=CC=C(C2=C1)C(=O)O 2-isobutyl-2H-indazole-4-carboxylic acid